N,N,N-Trimethyl-4-[(1-oxo-2-propen-1-yl)amino]benzenemethanaminium chloride [Cl-].C[N+](CC1=CC=C(C=C1)NC(C=C)=O)(C)C